CC1=CC=CC(=N1)C=1N=C2N(CCN2)C1C1=C(N)C=C(C=C1)SC 2-(6-(6-Methylpyridin-2-yl)-2,3-dihydro-1H-imidazo[1,2-a]imidazol-5-yl)-5-(methylthio)aniline